COC(CCS(=O)(=O)C1=CC(=CC=C1)N1CN(C2=CC(=CC=C2C1=O)C(F)(F)F)C1=C(C=C(C=C1)F)C)=O 3-((3-(1-(4-fluoro-2-methylphenyl)-4-oxo-7-(trifluoromethyl)-1,4-dihydroquinazolin-3(2H)-yl)phenyl)sulfonyl)propionic acid methyl ester